(3S)-1-[(2R)-2-[4-(2-chloro-4-fluoro-phenyl)-2-oxo-pyrano[2,3-b]pyridin-7-yl]oxypropanoyl]piperidine-3-carboxylic acid ClC1=C(C=CC(=C1)F)C1=CC(OC2=NC(=CC=C21)O[C@@H](C(=O)N2C[C@H](CCC2)C(=O)O)C)=O